C1(=CC=CC=C1)C(CNCC(=O)O)C1=CC=CC=C1 N-(2,2-diphenylethyl)glycine